methyl 2-(3-bromophenyl)-6-((tert-butyldimethylsilyl) oxy)-2,5,5-trimethyl-hexanoate BrC=1C=C(C=CC1)C(C(=O)OC)(CCC(CO[Si](C)(C)C(C)(C)C)(C)C)C